glucosylsuccinate C1([C@H](O)[C@@H](O)[C@H](O)[C@H](O1)CO)C(C(=O)[O-])CC(=O)[O-]